(S)-N-(7-methoxy-4-(1-methyl-3-phenyl-1H-pyrazol-4-yl)quinazolin-6-yl)-2-methyl-4-(methyl-d3)piperazine-1-carboxamide COC1=C(C=C2C(=NC=NC2=C1)C=1C(=NN(C1)C)C1=CC=CC=C1)NC(=O)N1[C@H](CN(CC1)C([2H])([2H])[2H])C